[N-](S(=O)(=O)C(F)(F)F)S(=O)(=O)C(F)(F)F.C(=C)N1CN(C=C1)CCCC 1-vinyl-3-butylimidazole bis(trifluoromethylsulfonyl)imide salt